(R)-3-isopropyl-6-((6,7,8,9-tetrahydro-5H-benzo[7]annulen-5-yl)amino)pyrimidine-2,4(1H,3H)-dione C(C)(C)N1C(NC(=CC1=O)N[C@@H]1CCCCC2=C1C=CC=C2)=O